4-(3-(1H-pyrazol-5-yl)piperidin-1-yl)-7,8-dihydro-5H-pyrano[4,3-d]pyrimidin-2-amine N1N=CC=C1C1CN(CCC1)C=1C2=C(N=C(N1)N)CCOC2